C(C)(C)(C)OC(=O)N(C1C(CC1)[C@@H](C(=O)O)C)C[2H] (S)-2-((tert-butoxycarbonyl)(deuteromethyl)amino)-cyclobutylpropionic acid